(difluoroboryl)cobalt (II) FB(F)[Co+]